C(C1=CC=CC=C1)OC1=CC(=C(C=C1)Br)[N+](=O)[O-] 4-benzyloxy-1-bromo-2-nitro-benzene